O[C@H]1C[C@@]2([C@@]3(O[C@@H](O[C@@H]3C[C@H]2[C@@H]2CCC3=CC(C=C[C@@]3([C@@H]12)C)=O)CCC)C(COC1=CC=C(C=C1)NC)=O)C (1S,2S,4R,6R,8S,9S,11S,12S,13R)-11-Hydroxyl-9,13-dimethyl-8-{2-[4-(methylamino)phenoxy]acetyl}-6-propyl-5,7-dioxapentacyclo-[10.8.0.02,9.04,8.013,18]icosa-14,17-dien-16-one